(5Z)-5-(1,3-benzoxazol-6-ylmethylene)-3-methyl-2-thioxo-imidazolidin-4-one O1C=NC2=C1C=C(C=C2)\C=C/2\C(N(C(N2)=S)C)=O